3-(4-(1-(5-((4-(4-bromo-7,7-dimethyl-5-oxo-5,7-dihydroindolo[1,2-a]quinazolin-10-yl)piperidin-1-yl)methyl)pyridin-2-yl)piperidin-4-yl)-2,6-difluorophenyl)piperidine-2,6-dione BrC=1C=2C(N=C3N(C2C=CC1)C1=CC(=CC=C1C3(C)C)C3CCN(CC3)CC=3C=CC(=NC3)N3CCC(CC3)C3=CC(=C(C(=C3)F)C3C(NC(CC3)=O)=O)F)=O